ClC1=C2C(C(NC2=C(C=C1)Cl)=O)(O)CC(=O)C1=C(C=C(C=C1)C1CC1)F 4,7-Dichloro-3-(2-(4-cyclopropyl-2-fluorophenyl)-2-oxoethyl)-3-hydroxyindolin-2-one